2-(3-bromo-7,8-dihydro-1,6-naphthyridin-6(5H)-yl)-3,6-dimethyl-6,7-dihydro-5H-pyrrolo[3,4-b]pyridin-5-one BrC=1C=NC=2CCN(CC2C1)C1=C(C=C2C(=N1)CN(C2=O)C)C